N-Methyl-N-(tetrahydro-2H-pyran-4-yl)-1H-indazol-5-amine CN(C=1C=C2C=NNC2=CC1)C1CCOCC1